[N+](=O)([O-])C=1C(=C(S(=O)(=O)[O-])C=CC1C)[N+](=O)[O-] dinitrotosylate